BrC=1C=CC(=C2CCCOC12)C[C@@H]1N=C([C@H](N=C1OC)C(C)C)OC (2S,5R)-2-((8-Bromochroman-5-yl)methyl)-5-isopropyl-3,6-dimethoxy-2,5-dihydropyrazine